C(\C=C/CC)C=1OC=CC1 (2Z)-2-(2-Pentenyl)furan